3-bromo-5-(trifluoromethoxy)benzoic acid BrC=1C=C(C(=O)O)C=C(C1)OC(F)(F)F